COC(=O)C1(N(C(CC1)=O)C)C methyl-1,2-dimethyl-5-oxopyrrolidine-2-carboxylate